N4-(5-Cyclopropyl-1H-pyrazol-3-yl)-N2-methyl-N2-{2-[(oxan-4-yl)methyl]-2-azaspiro[3.3]heptan-6-yl}pyrimidine-2,4-diamine C1(CC1)C1=CC(=NN1)NC1=NC(=NC=C1)N(C1CC2(CN(C2)CC2CCOCC2)C1)C